C1(C2=C(C(NN1)=O)C=NC=C2)=O pyrido[3,4-d]pyridazine-1,4(2H,3H)-dione